ClC1=NC(=CC2=C1N=C(N=C2)SC)C#N 8-chloro-2-(methylsulfanyl)pyrido[3,4-d]pyrimidine-6-carbonitrile